ClC1=CC=C2C(=N1)N=C(O2)N2[C@@H]1[C@H](OCC2)CN(C1)CC |o1:11,12| 5-chloro-2-[rel-(4aS,7aR)-6-ethyl-2,3,4a,5,7,7a-hexahydropyrrolo[3,4-b][1,4]oxazin-4-yl]oxazolo[4,5-b]pyridine